(1r,5s,7s)-7-(hydroxymethyl)-6-oxa-2-azabicyclo[3.2.1]octane-2-carboxylic acid benzyl ester C(C1=CC=CC=C1)OC(=O)N1[C@H]2[C@H](O[C@@H](CC1)C2)CO